O1CCN(CC1)C1=CC=C(C=C1)NC1=NC(=NC=2C=NNC(C21)=O)N2CCC1(CC1)CC2 4-(4-morpholinophenylamino)-2-(6-azaspiro[2.5]oct-6-yl)pyrimido[4,5-d]pyridazin-5(6H)-one